COC(=O)C=1NC2=C(C(=CC(=C2C1)C1=C(C=CC=C1)C)C1=CCCN(C1)C(CCN1N=NC=C1)=O)F.O1C(CCCC1)N1N=CC=2C=NC(=CC21)CC(=O)N (1-(tetrahydro-2H-pyran-2-yl)-1H-pyrazolo[4,3-c]pyridin-6-yl)acetamide methyl-7-fluoro-4-(o-tolyl)-6-[1-[3-(triazol-1-yl)propanoyl]-3,6-dihydro-2H-pyridin-5-yl]-1H-indole-2-carboxylate